1H,4H,5H,6H,7H-pyrrolo[3,2-c]pyridine N1C=CC=2CNCCC21